C(C1=CC=CC=C1)OC(=O)N1CCC(CC1)CN=S1(C=CN(C=C1)C(=O)OC(C)(C)C)=O tert-butyl 1-[(1-benzyloxycarbonyl-4-piperidinyl) methylimino]-1-oxo-1,4-thiazine-4-carboxylate